tert-butyl (1R,5S)-3-(2-methoxy-7-(8-methylnaphthalen-1-yl)-5,6,7,8-tetrahydropyrido[3,4-d]pyrimidin-4-yl)-3,8-diazabicyclo[3.2.1]octane-8-carboxylate COC=1N=C(C2=C(N1)CN(CC2)C2=CC=CC1=CC=CC(=C21)C)N2C[C@H]1CC[C@@H](C2)N1C(=O)OC(C)(C)C